C(C)(C)(C)[Si](C)(C)OCCCCI Tert-butyl-(4-iodobutoxy)dimethylsilane